O=C1C=CC(O1)CC(=O)O 2,5-dihydro-5-oxo-2-furanacetic acid